ClC1=C(C=2N=C(N=CC2C(=N1)N(C1CN(C1)C(=O)OC(C)(C)C)C)SC)F tert-butyl 3-{[7-chloro-8-fluoro-2-(methylsulfanyl)pyrido[4,3-d]pyrimidin-5-yl](methyl)amino}azetidine-1-carboxylate